ClC=1C(N(SC1Cl)CCCCCCCC)=O 4,5-dichloro-2-octyl-3(2H)-isothiazolone